tert-butyl (R)-2-((6-chloro-1H-pyrazolo[3,4-d]pyrimidin-1-yl)methyl)morpholine-4-carboxylate ClC1=NC=C2C(=N1)N(N=C2)C[C@H]2CN(CCO2)C(=O)OC(C)(C)C